CN(C=1C=CC(=C(C1)N1/C(/SCC1=O)=N/C(=O)NC1=C(C=C(C=C1)C1=NN(C=N1)C1=CC=C(C=C1)OC(F)(F)F)F)CCC)C (Z)-1-(3-(5-(dimethylamino)-2-propylphenyl)-4-oxothiazolidin-2-ylidene)-3-(2-fluoro-4-(1-(4-(trifluoromethoxy)phenyl)-1H-1,2,4-triazol-3-yl)phenyl)urea